C1=CC=C(C=C1)N(C2=CC=CC=C2)C3=CC=CC4=C3C5(C6=CC=CC=C46)C7=CC=CC=C7C8=CC=CC=C58 (diphenylamino)-9,9'-spirobifluorene